(6-((1H-1,2,3-triazol-4-yl)methoxy)-2-azaspiro[3.3]heptan-2-yl)(2-((5-fluoro-2,3-dihydro-1H-inden-2-yl)amino)pyrimidin-5-yl)methanone N1N=NC(=C1)COC1CC2(CN(C2)C(=O)C=2C=NC(=NC2)NC2CC3=CC=C(C=C3C2)F)C1